C(C)(C)(C)OC(C1=C(C=CC(=C1)C(=C)CO)OC)=O 5-(3-hydroxyprop-1-en-2-yl)-2-methoxybenzoic acid tert-butyl ester